2-(2-fluorophenylamino)acetonitrile FC1=C(C=CC=C1)NCC#N